C(C)(C)(C)OC(=O)NC1=C(C=CC=C1)SCC=1C(=C(C(=O)OC)C(=CC1)C)F methyl 3-(((2-((tert-butoxycarbonyl) amino)phenyl) thio)methyl)-2-fluoro-6-methylbenzoate